O1C(=C(C=C1)C(=O)O)C(=O)O.C(CO)O ethylene glycol furandicarboxylate